(E)-3-(3-((tert-butyldimethylsilyl)oxy)propoxy)-4-((4-((4-carbamoyl-2-methoxy-6-nitrophenyl)amino)but-2-en-1-yl)amino)-5-nitrobenzamide [Si](C)(C)(C(C)(C)C)OCCCOC=1C=C(C(=O)N)C=C(C1NC\C=C\CNC1=C(C=C(C=C1[N+](=O)[O-])C(N)=O)OC)[N+](=O)[O-]